C1(CC1)C1=NC=NC(=C1C1=NC=C2C(=N1)N(C(N(C2)C)=O)CC2=CC=C(C=C2)C=2N(C=C(N2)C(F)(F)F)C)OC 7-(4-Cyclopropyl-6-methoxypyrimidin-5-yl)-3-methyl-1-(4-(1-methyl-4-(trifluoromethyl)-1H-imidazol-2-yl)benzyl)-3,4-dihydropyrimido[4,5-d]pyrimidin-2(1H)-one